2-Phenyl-5-(trifluoromethyl)-1,3-benzoxazole C1(=CC=CC=C1)C=1OC2=C(N1)C=C(C=C2)C(F)(F)F